5,6,7,8-tetrahydronaphthalene-2-yl p-toluenesulfonate CC1=CC=C(C=C1)S(=O)(=O)OC1=CC=2CCCCC2C=C1